1-(3-(3-hydroxyazetidin-1-yl)propyl)indole OC1CN(C1)CCCN1C=CC2=CC=CC=C12